5-(2-(Benzyloxy)ethoxy)-6-(4,4-difluoropiperidin-1-yl)picolinic acid methyl ester COC(C1=NC(=C(C=C1)OCCOCC1=CC=CC=C1)N1CCC(CC1)(F)F)=O